C(C)(C)S(=O)(=O)CC1=NN=C2N1C(=CC=C2C(=O)NC=2OC(=NN2)C)C(F)(F)F 3-[(isopropylsulfonyl)methyl]-N-(5-methyl-1,3,4-oxadiazol-2-yl)-5-(trifluoromethyl)[1,2,4]triazolo[4,3-a]pyridine-8-carboxamide